1-((1-Hydroxy-4-methylisoquinolin-5-yl)sulfonyl)-4-methylindoline-6-carbonitrile OC1=NC=C(C2=C(C=CC=C12)S(=O)(=O)N1CCC2=C(C=C(C=C12)C#N)C)C